ClCC(C=C)C=C 3-chloromethyl-1,4-pentadiene